C1(=CC=CC2=CC=CC=C12)CC(=O)NN1C(=NC2=CC=CC=C2C1=O)N1CCCC1 2-Naphthalen-1-yl-N-(4-oxo-2-pyrrolidin-1-yl-4H-quinazolin-3-yl)-acetamide